C(C)(C)(C)OC(=O)N1C[C@@H]([C@H](C1)OC)N (3S,4S)-3-amino-4-methoxy-pyrrolidine-1-carboxylic acid tert-butyl ester